tetraiso-nonyl pyromellitate C(C=1C(C(=O)OCCCCCCC(C)C)=CC(C(=O)OCCCCCCC(C)C)=C(C(=O)OCCCCCCC(C)C)C1)(=O)OCCCCCCC(C)C